Phosphonothioate P([O-])([O-])=S